C1(CCCCC1)SCC(CCCCCC(CCCCCC(CSC1CCCCC1)C(O)C(CO)(CO)CO)=O)C(O)C(CO)(CO)CO 1,15-bis(cyclohexylthio)-8-oxopentadecane-2,14-diyl-dipentaerythritol